2-Bromo-N-(2-cyanophenyl)acrylamide BrC(C(=O)NC1=C(C=CC=C1)C#N)=C